NC1=CC(=NN1C)NC(C1=C(C=CC=C1)F)=O N-(5-amino-1-methyl-1H-pyrazol-3-yl)-2-fluorobenzamide